(S)-[4-Fluoro-3-(7-morpholin-4-yl-quinazolin-4-yl)phenyl]-(6-methoxypyridazin-3-yl)methanol FC1=C(C=C(C=C1)[C@H](O)C=1N=NC(=CC1)OC)C1=NC=NC2=CC(=CC=C12)N1CCOCC1